ClC1=NC(=C(C(=N1)C=O)OC)Cl 2,6-dichloro-5-methoxy-pyrimidine-4-carbaldehyde